O1CC=C2C1=C1C=CN=C1C=C2 Benzofuro[7,6-d]Azole